tert-butyl 6-(cyclopropanecarbonyl)-2,6-diazaspiro[3.3]heptane-2-carboxylate C1(CC1)C(=O)N1CC2(CN(C2)C(=O)OC(C)(C)C)C1